[3-(4-amino-1-tert-butyl-pyrazolo[3,4-d]pyrimidin-3-yl)-5-cyclopropyl-isoxazol-4-yl]boronic acid NC1=C2C(=NC=N1)N(N=C2C2=NOC(=C2B(O)O)C2CC2)C(C)(C)C